ClC1=CC=C(C=C1)S(=O)(=O)NC(NC1=C2CCCC2=CC=2CCCC12)=O 4-Chloro-N-((1,2,3,5,6,7-hexahydro-s-indacen-4-yl)carbamoyl)benzenesulfonamide